C1(=CC=CC=2[Se]C3=C(C21)C=CC=C3)C3=CC=CC=2C1=CC=CC=C1CC32 (dibenzoselenophenyl)fluorene